9-(2-ethylhexyl)-3-(2-(4-methoxyphenyl)pyrazolo[1,5-a]pyrimidin-7-yl)-9H-carbazole C(C)C(CN1C2=CC=CC=C2C=2C=C(C=CC12)C1=CC=NC=2N1N=C(C2)C2=CC=C(C=C2)OC)CCCC